(2R)-N-[2-(4-benzyl-4-hydroxypiperidin-1-yl)ethyl]-2-methyl-4-(3,4,5-trifluorophenyl)piperazine-1-carboxamide C(C1=CC=CC=C1)C1(CCN(CC1)CCNC(=O)N1[C@@H](CN(CC1)C1=CC(=C(C(=C1)F)F)F)C)O